C(C)NC1=C(C=CC=C1)N1CC2=CC=C(C=C2CC1)O 2-(2-(ethylamino)phenyl)-1,2,3,4-tetrahydroisoquinolin-6-ol